C(C)(C)(C)OC(=O)N1C2CN(CC1C2)CC2=NC1=C(N2)C=C(C=C1Cl)F 3-[(4-chloro-6-fluoro-1H-benzimidazol-2-yl)methyl]-3,6-diazabicyclo[3.1.1]heptane-6-carboxylic acid tert-butyl ester